1-((3R,8R,9S,10R,13S,14S)-10,13-dimethyl-17-(pyridin-3-yl)-2,3,4,7,8,9,10,11,12,13,14,15-dodecahydro-1H-cyclopenta[a]phenanthren-3-yl) 7-ethyl heptanedioate C(CCCCCC(=O)OCC)(=O)O[C@@H]1CC[C@@]2([C@H]3CC[C@@]4(C(=CC[C@H]4[C@@H]3CC=C2C1)C=1C=NC=CC1)C)C